2-allyl-1-(4-hydroxy-6-(2-hydroxypropan-2-yl)pyridin-2-yl)-6-((5-(2-hydroxyethoxy)-6-(4-Methylpiperazin-1-yl)pyridin-3-yl)amino)-1,2-dihydro-3H-pyrazolo(3,4-d)pyrimidin-3-one C(C=C)N1N(C2=NC(=NC=C2C1=O)NC=1C=NC(=C(C1)OCCO)N1CCN(CC1)C)C1=NC(=CC(=C1)O)C(C)(C)O